methyl (R)-2-(2-chloro-phenyl)-2-hydroxy-propionate ClC1=C(C=CC=C1)[C@@](C(=O)OC)(C)O